C(CC(=O)C)(=O)OCCCOC(C=C)=O.C(CC(=O)C)(=O)OCCCOC(C(=C)C)=O.C(C=C)(=O)OCCCOC(CC(=O)C)=O acetoacetoxypropyl acrylate acetoacetoxypropyl-methacrylate acetoacetoxypropyl-acrylate